2-BENZYLOXYPHENYLBORONIC ACID C(C1=CC=CC=C1)OC1=C(C=CC=C1)B(O)O